2-chloro-5-nitrobenzyl bromide ClC1=C(CBr)C=C(C=C1)[N+](=O)[O-]